(S)-ethyl 3-(1,4-dimethyl-1H-benzo[d][1,2,3]triazol-5-yl)-3-(3-(((R)-2-ethyl-2,3-dihydropyrido[2,3-f][1,4]oxazepin-4(5H)-yl)methyl)-4-methylphenyl)propionate CN1N=NC2=C1C=CC(=C2C)[C@@H](CC(=O)OCC)C2=CC(=C(C=C2)C)CN2C[C@H](OC1=C(C2)N=CC=C1)CC